FC1=CC=C(C=N1)CNC(=O)C1=NC=CN=C1 N-((6-fluoropyridin-3-yl)methyl)pyrazine-2-carboxamide